2-((1H-indol-3-yl)methylene)-N-(p-tolyl)hydrazine-1-carboxamide N1C=C(C2=CC=CC=C12)C=NNC(=O)NC1=CC=C(C=C1)C